thiazolidinone O=C1CNCS1